[S+2].[Si]([O-])([O-])([O-])O.[Na+] sodium silicate sulfur